[2H]C1=NC2=C(C=CC(=C2C=C1)N1C[C@@H]2C=3C=CC(=NC3CN2[C@@H](C1)C)N1[C@@H]2CN[C@H](C1)C2)C#N 2-Deuterio-5-[(2S,6R)-11-[(1s,4s)-2,5-diazabicyclo[2.2.1]heptan-2-yl]-6-methyl-4,7,10-triazatricyclo[7.4.0.02,7]trideca-1(9),10,12-trien-4-yl]quinoline-8-carbonitrile